C(CC#CCCCC)OC(CCCCC(=O)OCCCCCCN(CCCCCCOC(CCCCC(OCCC#CCCCC)OCCC#CCCCC)=O)CCCO)OCCC#CCCCC ((3-hydroxypropyl)azanediyl)bis(hexane-6,1-diyl) bis(6,6-bis(oct-3-yn-1-yloxy)hexanoate)